(Z)-4-fluoro-N'-hydroxybenzoamidine FC1=CC=C(/C(=N/O)/N)C=C1